ClC=1C(=NC(=NC1)NC1CCOCC1)C=1C=C2N(CCN(C2=O)[C@@H](C(=O)N[C@H](CO)C2=CC(=CC=C2)Cl)C)C1 (R)-2-(7-(5-Chloro-2-((tetrahydro-2H-pyran-4-yl)amino)pyrimidin-4-yl)-1-oxo-3,4-dihydropyrrolo[1,2-a]pyrazin-2(1H)-yl)-N-((S)-1-(3-chlorophenyl)-2-hydroxyethyl)propanamide